C1(CC1)C1=C(C(=NO1)C1=C(C=CC=C1Cl)Cl)CO[C@H]1[C@@H]2[C@H](N([C@H](C1)C2)C2=CC=C(C=N2)C(=O)NS(=O)(=O)C2CCOCC2)C 6-[(1S,3R,4S,5R)-5-{[5-cyclopropyl-3-(2,6-dichlorophenyl)-1,2-oxazol-4-yl]methoxy}-3-methyl-2-azabicyclo[2.2.1]heptan-2-yl]-N-(oxane-4-sulfonyl)pyridine-3-carboxamide